4-(4-(5-(7,8-dimethyl-[1,2,4]triazolo[1,5-a]pyridin-6-yl)-6-isopropyl-4H-pyrrolo[3,2-d]thiazol-2-yl)cyclohexyl)piperazin-2-one CC1=C(C=2N(C=C1C1=C(C=3N=C(SC3N1)C1CCC(CC1)N1CC(NCC1)=O)C(C)C)N=CN2)C